N-[(2E)-3-[(2-fluoro-4-methoxyphenyl)(imino)oxo-λ6-sulfanyl]prop-2-en-1-yl]-3-oxo-2,3,5,6,7,8-hexahydroisoquinoline-4-carboxamide FC1=C(C=CC(=C1)OC)S(/C=C/CNC(=O)C=1C(NC=C2CCCCC12)=O)(=O)=N